2-(3-(6-bromopyridin-2-yl)imidazo[1,2-a]pyrazin-6-yl)-1,1,1-trifluoropropan-2-ol BrC1=CC=CC(=N1)C1=CN=C2N1C=C(N=C2)C(C(F)(F)F)(C)O